CN1C(N(C2=C1C=CC(=C2)NC2=CC=C(C=C2)N2C(CCCC2)C)C)=O 1,3-dimethyl-5-((4-(2-methylpiperidin-1-yl)phenyl)amino)-1,3-dihydro-2H-benzo[d]imidazol-2-one